(S)-3-(4-amino-2-chloro-4,6-dihydrospiro[cyclopenta[d]thiazole-5,4'-piperidine]-1'-yl)-6-((2,3-dichlorophenyl)thio)pyrazin-2(1H)-one N[C@@H]1C=2N=C(SC2CC12CCN(CC2)C=2C(NC(=CN2)SC2=C(C(=CC=C2)Cl)Cl)=O)Cl